OCCCCC(=O)C(O)(C[N+](C)(C)C)CC([O-])=O Hydroxyvaleryl-carnitine